OCC#CC=1C=C2C3=C(N(C2=CC1)C1C(NC(CC1)=O)=O)N=CC=C3 3-(6-(3-hydroxyprop-1-yn-1-yl)-9H-pyrido[2,3-b]indol-9-yl)piperidine-2,6-dione